CC=1OC(=C(N1)CN1N=CC(=C1)CNC1=NC=2N([C@H](C(NC2C(=N1)C)=O)C)C)C (7S)-2-(((1-((2,5-dimethyloxazol-4-yl)methyl)-1H-pyrazol-4-yl)methyl)amino)-4,7,8-trimethyl-7,8-dihydropteridin-6(5H)-one